C(C\C=C/CCCCCC)(=O)OCCCBr 3-Bromopropyl (Z)-dec-3-enoate